NC=1C(=C(C=C2C=C(N=CC12)NC(=O)[C@H]1C([C@@H]1C=1C=NN(C1)C)C=1N=CNC1)C=1C=NC=CC1C)F (1R,3S)-N-[8-amino-7-fluoro-6-(4-methylpyridin-3-yl)isoquinolin-3-yl]-2-(1H-imidazol-4-yl)-3-(1-methyl-1H-pyrazol-4-yl)cyclopropane-1-carboxamide